COC(=O)C=1SC(=C(C1)NC[C@H]1OCC1)[N+](=O)[O-] 5-Nitro-4-[[(2S)-oxetan-2-yl]methylamino]thiophene-2-carboxylic acid methyl ester